rac-(3R,5S)-1-(tert-Butoxycarbonyl)-5-((tert-butyldiphenylsilyl)oxy)piperidine-3-carboxylic acid C(C)(C)(C)OC(=O)N1C[C@@H](C[C@@H](C1)O[Si](C1=CC=CC=C1)(C1=CC=CC=C1)C(C)(C)C)C(=O)O |r|